5-O-methyl-glutamic acid COC(CC[C@H](N)C(=O)O)=O